3,3,4,4,5,5,6,6,7,7,8,8,8-tridecafluorooctyne FC(C#C)(C(C(C(C(C(F)(F)F)(F)F)(F)F)(F)F)(F)F)F